9',9''''-(4-(3-(2,6-dimethylpyridin-4-yl)phenyl)pyridine-3,5-diyl)bis(9'H-9,3':6',9''-tercarbazole) CC1=NC(=CC(=C1)C=1C=C(C=CC1)C1=C(C=NC=C1N1C2=CC=C(C=C2C=2C=C(C=CC12)N1C2=CC=CC=C2C=2C=CC=CC12)N1C2=CC=CC=C2C=2C=CC=CC12)N1C2=CC=C(C=C2C=2C=C(C=CC12)N1C2=CC=CC=C2C=2C=CC=CC12)N1C2=CC=CC=C2C=2C=CC=CC12)C